1,3,6,8-tetra-tert-butylcarbazole C(C)(C)(C)C1=CC(=CC=2C3=CC(=CC(=C3NC12)C(C)(C)C)C(C)(C)C)C(C)(C)C